6-(3-chloro-2,6-difluorophenyl)pyrimidin-4-ol ClC=1C(=C(C(=CC1)F)C1=CC(=NC=N1)O)F